O=C1N(C(CC1)=O)CCCCCC(=O)OCCCCCCCCC nonyl 6-(2,5-dioxopyrrolidin-1-yl)hexanoate